C(C)OC(=O)C1=C(C=2C(=NC=CC2)N1CC1CC1)F 1-(cyclopropylmethyl)-3-fluoro-1H-pyrrolo[2,3-b]pyridine-2-carboxylic acid ethyl ester